3-(1-thioxo-4-((3-(trifluoromethyl)-5,6-dihydro-[1,2,4]triazolo[4,3-a]pyrazin-7(8H)-yl)methyl)isoindolin-2-yl)piperidine-2,6-dione S=C1N(CC2=C(C=CC=C12)CN1CC=2N(CC1)C(=NN2)C(F)(F)F)C2C(NC(CC2)=O)=O